tert-butyl 4-(3-cyclopropyl-5-(trifluoromethyl)pyridin-2-yl)piperazine-1-carboxylate C1(CC1)C=1C(=NC=C(C1)C(F)(F)F)N1CCN(CC1)C(=O)OC(C)(C)C